FC(C1=C(C=CC=C1)CN1N=C(C=2CNCCC21)C(=O)O)F 1-[[2-(difluoromethyl)phenyl]methyl]-1H,4H,5H,6H,7H-pyrazolo[4,3-c]pyridine-3-carboxylic acid